ClC=1C(=C(C(=C(C1)C(C(=O)NCC1=NC=CN=C1Cl)=C)OC(C)C)C=1C=NC(=CC1)C(F)(F)F)F 2-(5-chloro-4-fluoro-2-isopropoxy-3-(6-(trifluoromethyl)pyridin-3-yl)phenyl)-N-((3-chloropyrazin-2-yl)methyl)propenamide